C(C1=CC=CC=C1)NC1=CC(=NC=2N1N=C(C2C=2C=C1C(=NN(C1=CC2)C)C)C)C N-(benzyl)-3-(1,3-dimethyl-1H-indazol-5-yl)-2,5-dimethylpyrazolo[1,5-a]pyrimidin-7-amine